4-bromo-1-cyclopropylpyrazole BrC=1C=NN(C1)C1CC1